FC1=CC=C(C=C1)C1=CC=C(C=C1)C=O 4'-fluoro-[1,1'-biphenyl]-4-carbaldehyde